[Pd].C(C)(C)(C)P(C(C)(C)C)C(C)(C)C.C(C)(C)(C)P(C(C)(C)C)C(C)(C)C bis(tri-tertiary butyl-phosphine) palladium